N[C@@H](CC[S@](=O)C)C(=O)O methionine-(R)-sulfoxide